O=C1CN(CC=2C3=C(C(NC12)=O)SC(=C3)C=3C=NN(C3)C3OCCCC3)C(=O)OCC3=CC=CC=C3 Benzyl 4,6-dioxo-8-(1-(tetrahydro-2H-pyran-2-yl)-1H-pyrazol-4-yl)-3,4,5,6-tetrahydrothieno[2,3-c][1,6]naphthyridine-2(1H)-carboxylate